CC(=C)C(=O)OCC(OC1=CCCC1)OC2=CCCC2 2-(dihydrodicyclopentadienyloxy)ethyl methacrylate